3-(8-bromo-6-hydroxynaphthalen-2-yl)propionic acid methyl ester COC(CCC1=CC2=C(C=C(C=C2C=C1)O)Br)=O